5-benzoindole C1C=CC2=CN=C3C(=C12)C=CC=C3